COC1=CC=C(C=C1)C=1O[C@@H]([C@]([C@@](C1)(O)OCC1=CC=CC=C1)(O)OCC1=CC=CC=C1)C(O)OCC1=CC=CC=C1 1-p-methoxyphenyl-3,4,6-tribenzyloxy-D-glucal